NC1=C(C=2C=NC(=C(C2N1C1=C2C=NN(C2=CC(=C1C)F)C1OCCCC1)C=C1CCC1)C1CC1)C(=O)N 2-amino-7-(cyclobutylidenemethyl)-6-cyclopropyl-1-(6-fluoro-5-methyl-1-(tetrahydro-2H-pyran-2-yl)-1H-indazol-4-yl)-1H-pyrrolo[3,2-c]pyridine-3-carboxamide